ClCC1=NSC(=N1)NC(=O)C=1OC(=C(C1)C1=CC(=CC=C1)C(F)(F)F)C N-(3-(chloromethyl)-1,2,4-thiadiazol-5-yl)-5-methyl-4-(3-(trifluoromethyl)phenyl)furan-2-carboxamide